CC1=C(OC=2CCC=3C=NNC3C21)C(=O)OC methyl 8-methyl-4,5-dihydro-1H-furo[2,3-g]indazole-7-carboxylate